FC1=C(C=CC(=C1)F)C1=NC(=NC2=C1N=C(N(C2=O)C)C)N2C[C@@H](OCC2)C2=CC(=NC=C2)C (S)-8-(2,4-difluorophenyl)-2,3-dimethyl-6-(2-(2-methylpyridin-4-yl)morpholino)pyrimido[5,4-d]pyrimidin-4(3H)-one